2-(4-(4-hydroxy-3-iodophenoxy)-3,5-diiodophenyl)acetic acid OC1=C(C=C(OC2=C(C=C(C=C2I)CC(=O)O)I)C=C1)I